NC1=C(C=O)C=C(C=C1)Cl 2-amino-5-chlorobenzaldehyde